C(C)N1N=C(C=C1C(=O)O)CCC1=CC=C(C=C1)C(F)(F)F.FC(C1=CC=C(CCC2=NNC(=C2)C(=O)OCC)C=C1)(F)F ethyl 3-(4-(trifluoromethyl) phenethyl)-1H-pyrazole-5-carboxylate (ethyl 3-(4-(trifluoromethyl) phenylethanyl)-1H-pyrazole-5-carboxylate)